BrCCCOC=1C=C(C(=O)OC)C=CC1 methyl 3-(3-bromopropoxy)benzoate